Dibenzylethane-d4-1,2-diamine C(C1=CC=CC=C1)NC(C(NCC1=CC=CC=C1)([2H])[2H])([2H])[2H]